C(CCC)N(CCCC)CC1=CC=C(O1)C(C(=C)OCC)=O 1-(5-((dibutylamino)methyl)furan-2-yl)-2-ethoxyprop-2-en-1-one